O=C(CSC=1NC=C[NH+]1)C 2-[(2-oxopropyl)thio]imidazolium